2,4-difluoro-N-(6-(fluoro(piperidin-4-ylidene)methyl)pyridin-2-yl)benzamide FC1=C(C(=O)NC2=NC(=CC=C2)C(=C2CCNCC2)F)C=CC(=C1)F